N1=CC(=CC(=C1)[C@H](C)N)C=1C=NC=CC1 (1S)-1-([3,3'-bipyridin]-5-yl)ethan-1-amine